FC(C1=NNC(=N1)C=1N=C2N(C=CC(=N2)C(F)F)C1C1=CN=CN1)F 3-(difluoromethyl)-5-[7-(difluoromethyl)-3-(1H-imidazol-5-yl)imidazo[1,2-a]pyrimidin-2-yl]-1H-1,2,4-triazole